BrC1=C(C=CC=2SCCC21)F 4-bromo-5-fluoro-2,3-dihydrobenzo[b]thiophene